2-[1-[4-(2,4-dioxohexahydropyrimidin-1-yl)-2-(trifluoromethyl)phenyl]-4-hydroxy-4-piperidinyl]acetic acid hydrochloride Cl.O=C1N(CCC(N1)=O)C1=CC(=C(C=C1)N1CCC(CC1)(O)CC(=O)O)C(F)(F)F